(5-benzyl-4,5-dihydroisoxazol-3-yl)(3-bromophenyl)methanone C(C1=CC=CC=C1)C1CC(=NO1)C(=O)C1=CC(=CC=C1)Br